5-fluoro-2-(p-tolylmethoxy)-pyrimidin-4-amine FC=1C(=NC(=NC1)OCC1=CC=C(C=C1)C)N